CC(C1CO1)Cl 2-epoxybutyl chloride